ClC1=CC(=NC=C1)C#C\C=C/1\C(N(CC1)C(=O)N1CCCC1)(C)C {(3E)-3-[3-(4-chloropyridin-2-yl)prop-2-yn-1-ylidene]-2,2-dimethylpyrrolidin-1-yl}(pyrrolidin-1-yl)methanone